BrC1=C(C=CC(=C1C#N)[N+](=O)[O-])N[C@H]1CN(CC[C@H]1O)C(=O)OC(C)(C)C tert-butyl (3S,4R)-3-((2-bromo-3-cyano-4-nitrophenyl)amino)-4-hydroxypiperidine-1-carboxylate